N-(5-(2-(3,3-dimethylbenzazetidin-1-yl)acetamido)-2-methylpyridin-3-yl)-2-(1-(2-hydroxyethyl)-1H-pyrazol-4-yl)pyrazolo[5,1-b]Thiazole-7-carboxamide CC1(C=CC=C2C1CN2CC(=O)NC=2C=C(C(=NC2)C)NC(=O)C=2C=NN1C2SC(=C1)C=1C=NN(C1)CCO)C